C(C)C(CNCC(CCCC)CC)CCCC bis(2-ethylhexyl)-amine